6-(5-cyano-6-methoxypyridin-3-yl)-N-(methyl-d3)-1H-indazole-3-carboxamide C(#N)C=1C=C(C=NC1OC)C1=CC=C2C(=NNC2=C1)C(=O)NC([2H])([2H])[2H]